7-(sec-butyl)-6-oxo-5,6,7,9-tetrahydro-8H-pyrimido[5,4-e][1,4]diazepine-8-carboxamide C(C)(CC)C1N(CC2=C(NC1=O)C=NC=N2)C(=O)N